(S)-2-amino-3-(2-fluoro-4-(1-methyl-1H-indol-2-yl)phenyl)propionitrile N[C@H](C#N)CC1=C(C=C(C=C1)C=1N(C2=CC=CC=C2C1)C)F